3-amino-N-{4-[(3S)-3-aminopiperidin-1-yl]-(7R)-7-hydroxy-6,7-dihydro-5H-cyclopenta[b]pyridin-3-yl}-6-(2,6-difluorophenyl)pyrazine-2-carboxamide NC=1C(=NC(=CN1)C1=C(C=CC=C1F)F)C(=O)NC=1C(=C2C(=NC1)[C@@H](CC2)O)N2C[C@H](CCC2)N